(R)-7-methyl-5-(4-methylfuran-3-yl)-N-(1,1,1-trifluoropropan-2-yl)pyrazolo[1,5-a]Pyrimidine CC1=CC(=NC=2N1N(CC2)[C@@H](C(F)(F)F)C)C2=COC=C2C